1-Cyclohexyl-1-cyclopropyl-3-methyl-pentan-1-ol C1(CCCCC1)C(CC(CC)C)(O)C1CC1